tert-Butyl N-[[cis-7-chlorosulfonyl-1-oxo-3a,4-dihydro-3H-oxazolo[4,3-c][1,4]benzoxazin-3-yl]methyl]carbamate ClS(=O)(=O)C1=CC2=C(N3[C@@H](CO2)[C@@H](OC3=O)CNC(OC(C)(C)C)=O)C=C1